NCC(=O)N1C[C@H](C([C@H](C1)C)(O)C1=C(C=C(C=C1)C1=C2C(=NC=C1)NC=C2F)Cl)C 2-amino-1-((3R,4s,5S)-4-(2-chloro-4-(3-fluoro-1H-pyrrolo[2,3-b]pyridin-4-yl)phenyl)-4-hydroxy-3,5-dimethylpiperidin-1-yl)ethan-1-one